BrC=1C=CC=2N(C3=CC=C(C=C3C2C1)Br)C(C(=O)O)(C)N1C(C2=CC=C(C=C2C1=O)OC)=O (3,6-dibromo-9H-carbazol-9-yl)-2-(5-methoxy-1,3-dioxoisoindolin-2-yl)propionic acid